S(=O)(=O)([O-])CC.[N+](=O)([O-])C1=C(C=CC=C1)N1C(=CC=C1)C=C\C=N\NC(=[NH2+])N (E)-N-[1-(2-nitrophenyl)-1H-pyrrole-2-yl-allylideneamino]-guanidinium esylate